tert-butyl (3S,5S)-3-((8-carbamoyl-6-(1,3-dimethyl-1H-pyrazol-4-yl)pyrido[3,2-d]pyrimidin-4-yl)amino)-5-fluoropiperidine-1-carboxylate C(N)(=O)C1=CC(=NC2=C1N=CN=C2N[C@@H]2CN(C[C@H](C2)F)C(=O)OC(C)(C)C)C=2C(=NN(C2)C)C